4-(4-difluoromethyl-2,5-dioxoimidazolidin-4-yl)-3-methoxybenzoic acid FC(C1(NC(NC1=O)=O)C1=C(C=C(C(=O)O)C=C1)OC)F